butoxycarbonyl-4-fluoro-pyrrolidin C(CCC)OC(=O)N1CCC(C1)F